C(#N)C(C(=O)[O-])=C(C1=CC=CC=C1)C1=CC=CC=C1 2-cyano-3,3-diphenyl-prop-2-enoate